3-((3-bromophenyl)ethynyl)-1-methylpyrrolidine BrC=1C=C(C=CC1)C#CC1CN(CC1)C